N-(4-(3-((1H-pyrazol-4-yl)methyl)ureido)phenyl)-1-phenylmethanesulfonamide N1N=CC(=C1)CNC(NC1=CC=C(C=C1)NS(=O)(=O)CC1=CC=CC=C1)=O